ethyl 5-iodo-2-(4-methoxybenzyl)-1-methyl-1H-imidazole-4-carboxylate IC1=C(N=C(N1C)CC1=CC=C(C=C1)OC)C(=O)OCC